The molecule is a member of the class of prostaglandins J that is (5Z,9Z,13E,17Z)-prostatetraenoic acid carrying hydroxy and oxo substituents at positions 11 and 15 respectively. An intermediate of specialised proresolving mediators It has a role as a human xenobiotic metabolite and an antineoplastic agent. It is a prostaglandins J and a secondary allylic alcohol. It is a conjugate acid of a prostaglandin J3(1-). CC/C=C\\C[C@@H](/C=C/[C@@H]1[C@H](C=CC1=O)C/C=C\\CCCC(=O)O)O